3-(bis{2-[(tert-butyl)bis(methyl)siloxy] dodecyl}amino)propyl (S)-2-amino-3-phenylpropionate N[C@H](C(=O)OCCCN(CC(CCCCCCCCCC)O[Si](C(C)(C)C)(C)C)CC(CCCCCCCCCC)O[Si](C)(C)C(C)(C)C)CC1=CC=CC=C1